CC1=CC=C(CC(C(=O)N)CCCCCC(C)=O)C=C1 (4-methylbenzyl)-8-oxononanamide